Tert-butyl N-[(3R)-1-[4-[4-[6-chloro-4-[difluoro-[4-(3-hydroxyazetidin-1-yl)cyclohexyl]methyl]-2-pyridyl]piperazin-1-yl]sulfonylphenyl]-5-oxo-pyrrolidin-3-yl]carbamate ClC1=CC(=CC(=N1)N1CCN(CC1)S(=O)(=O)C1=CC=C(C=C1)N1C[C@@H](CC1=O)NC(OC(C)(C)C)=O)C(C1CCC(CC1)N1CC(C1)O)(F)F